2-(5-(2-(((S)-1-((R or S)-5-cyano-2-oxo-1,2,3,4-tetrahydroquinolin-3-yl)ethyl)amino)ethyl)-2-methylphenyl)acetic acid C(#N)C1=C2C[C@@H](C(NC2=CC=C1)=O)[C@H](C)NCCC=1C=CC(=C(C1)CC(=O)O)C |o1:5|